FC1=C(C=C(C=C1)F)S(=O)(=O)NC=1C(=NC=C(C1)C=1C=C2C(=NC=NC2=CC1)N1CCN(CC1)C(\C=C\C(C)=O)=O)OC (E)-2,5-difluoro-N-(2-methoxy-5-(4-(4-(4-oxopent-2-enoyl)piperazin-1-yl)quinazolin-6-yl)pyridin-3-yl)benzene-sulfonamide